8-methyl-3,8-diazabicyclo[3.2.1]octane-3-carbonyl chloride CN1C2CN(CC1CC2)C(=O)Cl